[N-]=C=O.[N-]=C=O.CC1C(CC(CC1)C)C methyl-2,4-dimethylcyclohexane diisocyanate